N1N=CC=C1C=1C=C(C=CC1)C=1C2=C(N=C(N1)N1[C@H](CC1)C)CCC2 (S)-4-(3-(1H-pyrazol-5-yl)phenyl)-2-(2-methylazetidin-1-yl)-6,7-dihydro-5H-cyclopenta[d]pyrimidine